(2S,3R)-1-[4-[3-[(cyclopropyl-methyl-oxo-λ6-sulfanylidene)amino]phenyl]-7,7-difluoro-5,6-dihydrocyclopenta[d]pyrimidin-2-yl]-2-methyl-azetidin-3-ol C1(CC1)S(=O)(C)=NC=1C=C(C=CC1)C=1C2=C(N=C(N1)N1[C@H]([C@@H](C1)O)C)C(CC2)(F)F